(3R)-(-)-3-tert-butoxycarbonylamino-pyrrolidine C(C)(C)(C)OC(=O)N[C@H]1CNCC1